C1(=CC=C(C=C1)OCC1=NN=C(O1)S)C 5-((p-tolyloxy)methyl)-1,3,4-oxadiazole-2-thiol